[I-].O water iodide